(S)-3-(3-(1-amino-2,3-dihydro-1H-inden-5-yl)-7-methyl-5-(1H-pyrazol-1-yl)-3H-imidazo[4,5-b]pyridin-2-yl)pyridin-2-amine N[C@H]1CCC2=CC(=CC=C12)N1C(=NC=2C1=NC(=CC2C)N2N=CC=C2)C=2C(=NC=CC2)N